ClC1=CC=C(C=C1)N(C(=O)C1=NC(=CN=C1)C1=CC=C(C=C1)Cl)C N,6-bis(4-chlorophenyl)-N-methylpyrazine-2-carboxamide